BrC1=CC=C(C=C1)C=1C[C@@H]2[C@@H](CNC2)C1 cis-(3aR,6aS)-5-(4-bromophenyl)-1,2,3,3a,4,6a-hexahydrocyclopenta[c]pyrrole